(2R)-tert-butyl 2-((4-(tert-butyl)phenyl)(2-(cyclohexylamino)-2-oxo-1-(pyridin-3-yl)ethyl)carbamoyl)-2-methylazetidine-1-carboxylate C(C)(C)(C)C1=CC=C(C=C1)N(C(=O)[C@@]1(N(CC1)C(=O)OC(C)(C)C)C)C(C(=O)NC1CCCCC1)C=1C=NC=CC1